(2S,4S)-1-[(2S)-2-{10-[2-(2-aminoethoxy)ethoxy]decan-amido}-3,3-dimethylbutanoyl]-4-hydroxy-N-{[4-(4-methyl-1,3-thiazol-5-yl)-phenyl]methyl}pyrrolidine-2-carboxamide NCCOCCOCCCCCCCCCC(=O)N[C@H](C(=O)N1[C@@H](C[C@@H](C1)O)C(=O)NCC1=CC=C(C=C1)C1=C(N=CS1)C)C(C)(C)C